C1(CC1)C(CNC=1N=CC2=C(N1)NC=C2C=2C=CC=1N(N2)C(=CN1)C)(F)F N-(2-cyclopropyl-2,2-difluoroethyl)-5-(3-methylimidazo[1,2-b]pyridazin-6-yl)-7H-pyrrolo[2,3-d]pyrimidin-2-amine